racemic-1-phenylethanamine C1(=CC=CC=C1)[C@@H](C)N |r|